BrC=1C(=NC=CC1C(F)F)C#N 3-bromo-4-(difluoromethyl)picolinonitrile